O=C1N(CCC(N1)=O)C1=NN(C2=CC(=CC=C12)CCC1CCN(CC1)C(=O)OC(C)(C)C)C tert-butyl 4-(2-(3-(2,4-dioxotetrahydropyrimidin-1(2H)-yl)-1-methyl-1H-indazol-6-yl) ethyl)-piperidine-1-carboxylate